OCCOCCOCCOCCOCCOCCOCCOCCOCCN1C(OCC2=C1N=C(N=C2)SC)=O 1-[2-[2-[2-[2-[2-[2-[2-[2-(2-hydroxyethoxy)ethoxy]ethoxy]ethoxy]ethoxy]ethoxy]ethoxy]ethoxy]ethyl]-7-methylsulfanyl-4H-pyrimido[4,5-d][1,3]oxazin-2-one